ethyl 2-(2-(benzyloxy)-4-isobutyramidophenyl)acetate C(C1=CC=CC=C1)OC1=C(C=CC(=C1)NC(C(C)C)=O)CC(=O)OCC